O[C@H](CCNC(=O)N1CC2=NC=CC=C2C1)CN1CC(CC1)C1=NC(=CC=C1)C(F)(F)F N-((3R)-3-Hydroxy-4-(3-(6-(trifluoromethyl)pyridin-2-yl)pyrrolidin-1-yl)butyl)-5,7-dihydro-6H-pyrrolo[3,4-b]pyridine-6-carboxamide